tert-butyl (5-(2-amino-7-(2-methoxypyridin-3-yl)-1H-benzo[d]imidazol-1-yl)pentyl)carbamate NC1=NC2=C(N1CCCCCNC(OC(C)(C)C)=O)C(=CC=C2)C=2C(=NC=CC2)OC